(heptan-4-yl)-benzo[d][1,3]dioxole-5-carboxamide CCCC(CCC)C1OC2=C(O1)C=CC(=C2)C(=O)N